1-[3-(4-methoxyphenyl)sulfanyl-azetidin-1-yl]Ethanone COC1=CC=C(C=C1)SC1CN(C1)C(C)=O